(3-(isopropylcarbamoyl)phenyl)-5-nitrofuran-2-carboxamide C(C)(C)NC(=O)C=1C=C(C=CC1)C1=C(OC(=C1)[N+](=O)[O-])C(=O)N